C(C)(C)(C)OC(=O)N1CC2=C(CC1)C(=C(S2)NC(=O)C2CC(C2)NC(C)=O)C=2SC1=C(N2)C=CC(=C1)Br.BrC=1C=C2C=CC(=NC2=CC1)COC 6-bromo-2-(methoxymethyl)quinoline tert-Butyl-2-(3-acetylaminocyclobutane-1-carboxamido)-3-(6-bromobenzo[d]thiazol-2-yl)-4,7-dihydrothieno[2,3-c]pyridine-6(5H)-carboxylate